C(C)(C)(C)OC(=O)N1CCC(=CC1)C1=C(C=C(C=C1)NC(=O)C1=CC(=C(C=C1)C=1CCN(CC1)C(=O)OC(C)(C)C)F)OC(F)(F)F tert-butyl 4-{4-[(4-{1-[(tert-butoxy)carbonyl]-1,2,3,6-tetrahydro pyridin-4-yl}-3-(trifluoromethoxy)phenyl)carbamoyl]-2-fluorophenyl}-1,2,3,6-tetrahydropyridine-1-carboxylate